(6-(morpholinomethyl)pyrazolo[1,5-a]pyridin-3-yl)methanone O1CCN(CC1)CC=1C=CC=2N(C1)N=CC2C=O